3-(3-cyclopropyl-8-methyl-[1,2,4]triazolo[4,3-a]pyridin-7-yl)-3-(3-(hydroxymethyl)-4-methylphenyl)-2,2-dimethylpropanoic acid C1(CC1)C1=NN=C2N1C=CC(=C2C)C(C(C(=O)O)(C)C)C2=CC(=C(C=C2)C)CO